C12(CC3CC(CC(C1)C3)C2)NC(COC2=NC(=NC(=C2)OC)S(=O)(=O)C)=O N-(adamantan-1-yl)-2-((6-methoxy-2-(methylsulfonyl)pyrimidin-4-yl)oxy)acetamide